CNC(=O)C1=CC=C(C=N1)NC1CN(C1)C(=O)OC(C)(C)C tert-butyl 3-{[6-(methylcarbamoyl)pyridin-3-yl]amino}azetidine-1-carboxylate